COCCN1CCC(CC1)C1=NOC2=C1N=C(N=C2N2CCOCC2)C=2C=C(C=CC2)CO (3-(3-(1-(2-methoxyethyl)piperidin-4-yl)-7-morpholinoisoxazolo[4,5-d]pyrimidin-5-yl)phenyl)methanol